tert-butyl 4-(hydroxymethyl)-4-sulfanyl-piperidine-1-carboxylate OCC1(CCN(CC1)C(=O)OC(C)(C)C)S